CN1C(NC(C=2N(C=NC12)C)=O)=O 3,7-Dihydro-3,7-dimethyl-1H-purin-2,6-dion